Oxazol-5-yl-methanol O1C=NC=C1CO